CN(\C(\C)=N\C(CCN(C(OC(C)(C)C)=O)C)=O)C tert-butyl (E)-(3-((1-(dimethylamino)ethylidene)amino)-3-oxopropyl)(methyl)carbamate